L-2-deuteroalanine [2H][C@](N)(C)C(=O)O